1-(4-bromo-6-methylpyridin-2-yl)propan-2-one BrC1=CC(=NC(=C1)C)CC(C)=O